[O-]CC.[O-]CC.[Ca+2] calcium diethoxide